ClN1CC=CC=C1 N-chloropyridin